NC1=C(C=C(C=C1)C[C@@H](CNC(C[C@H](C)C1=CC=CC=C1)=O)N(C)C)O (S)-N-((S)-3-(4-amino-3-hydroxyphenyl)-2-(dimethylamino)propyl)-3-phenylbutanamide